[C@@H]1([C@@H](CCCCC1)N(S(=O)(=O)C1=CC=C(C=C1)[N+](=O)[O-])C)N(S(=O)(=O)C1=CC=C(C=C1)[N+](=O)[O-])C |r| rac-N,N'-(trans-cycloheptane-1,2-diyl)bis(N-methyl-4-nitrobenzenesulfonamide)